OC1=C(C(N(C2=CC=CC=C12)CC(C)C)=O)C(=O)NC1=NC=CC(=C1)OC 4-hydroxy-1-isobutyl-N-(4-methoxypyridin-2-yl)-2-oxo-1,2-dihydroquinoline-3-carboxamide